(4aS,7aS)-octahydro-1H-pyrrolo[3,4-b]pyridine N1[C@H]2[C@@H](CCC1)CNC2